N-(2,6-diisopropylphenyl)-1-(2-(4-isopropyl-4,5-dihydro-oxazol-2-yl)quinolin-8-yl)ethane-1-imine C(C)(C)C1=C(C(=CC=C1)C(C)C)N=C(C)C=1C=CC=C2C=CC(=NC12)C=1OCC(N1)C(C)C